OC[C@H](C1=CC=CC=C1)NC1=NC(=NC=C1C=1OC=NN1)NC=1C=C2CCC(NC2=CC1)=O 6-[[4-[[(1S)-2-hydroxy-1-phenyl-ethyl]amino]-5-(1,3,4-oxadiazol-2-yl)pyrimidin-2-yl]amino]-3,4-dihydro-1H-quinolin-2-one